[Na+].[Li+].P(=O)([O-])([O-])[O-].[V+5].[Na+] sodium vanadium phosphate lithium-sodium